tert-butyl 4-(4-(6-chloropyridazin-4-yl)phenyl)piperazine-1-carboxylate ClC1=CC(=CN=N1)C1=CC=C(C=C1)N1CCN(CC1)C(=O)OC(C)(C)C